ClC=1C=C(C=C2CN(C(C12)=O)C1C(NC(CC1)=O)=O)S(=O)(=O)C 3-(7-chloro-5-(methylsulfonyl)-1-oxoisoindolin-2-yl)piperidine-2,6-dione